tert-butyl 2-((oxobis(3-(trifluoromethoxy)phenyl)-λ6-sulfanylidene)amino)acetate O=S(C1=CC(=CC=C1)OC(F)(F)F)(C1=CC(=CC=C1)OC(F)(F)F)=NCC(=O)OC(C)(C)C